(5R)-7-chloro-4,4-difluoro-5-(hydroxymethyl)-2,3,4,5-tetrahydro-1H-1-benzazepin-5-ol ClC=1C=CC2=C([C@@](C(CCN2)(F)F)(O)CO)C1